CC1NC(CC1)=O 2-methyl-5-oxopyrrolidin